FC=1C=C(C=CC1F)N1N=CC2=C1C=C1CCN(C[C@]1(C2)C(=O)OC)C(=O)OC(C)(C)C (R)-6-tert-butyl 4a-methyl 1-(3,4-difluorophenyl)-4a,5,7,8-tetrahydro-1H-pyrazolo[3,4-g]isoquinoline-4a,6(4H)-dicarboxylate